C(C=C)N1S(CCC=2C=C(C=3C(=CNC3C21)Cl)Cl)(=O)=O 1-allyl-6,7-dichloro-1,3,4,9-tetrahydro-[1,2]thiazino[4,3-g]indole 2,2-dioxide